1-(5-(8-amino-3,5-dimethylimidazo[1,5-a]pyrazin-1-yl)-4-fluoroindolin-1-yl)-2-(6-methylpyridin-2-yl)ethanone NC=1C=2N(C(=CN1)C)C(=NC2C=2C(=C1CCN(C1=CC2)C(CC2=NC(=CC=C2)C)=O)F)C